BrC[C@@H]1[C@@H]([C@@H](C(N1)=O)F)CC (3S,4S,5S)-5-(bromomethyl)-4-ethyl-3-fluoropyrrolidin-2-one